C(#N)C1=CC=C(CNC(=O)C2=NN(C=3C(N(CCC32)CC3(CC3)S(=O)(=O)C3CC(C3)O[Si](C(C)C)(C(C)C)C(C)C)=O)C)C=C1 N-(4-cyanobenzyl)-1-methyl-7-oxo-6-((1-(((1r,3r)-3-((triisopropylsilyl)oxy)cyclobutyl)sulfonyl)cyclopropyl)methyl)-4,5,6,7-tetrahydro-1H-pyrazolo[3,4-c]pyridine-3-carboxamide